Cl.N1(CCCCC1)C1CCN(CC1)C(=O)OCCl chloromethyl [1,4'-bipiperidyl]-1'-carboxylate hydrochloride